N1(C=CC2=CC=CC=C12)C1=NC(=NC=C1)NC=1C=C(C(=CC1OC)N(C)CCN(C)C)N N4-(4-(1H-indol-1-yl)pyrimidin-2-yl)-N1-(2-(dimethylamino)ethyl)-5-methoxy-N1-methylbenzene-1,2,4-triamine